O1C=CC2=C1C=CO2 furofurane